FC=1C=C(C=CC1)C(N1C[C@@H](N(C[C@H]1C)C1=CC(N(C=2C=CC(=NC12)C#N)C)=O)C)C1=NC(=CC=C1)C 8-((2s,5r)-4-((3-fluorophenyl)(6-methylpyridin-2-yl)methyl)-2,5-dimethylpiperazin-1-yl)-5-methyl-6-oxo-5,6-dihydro-1,5-naphthyridine-2-carbonitrile